C(C)(C)C=1C=NN2C1N=C(N=C2NCC=2C=CC(=NC2)NC(=O)C2CN(CCC2)C(=O)OC(C)(C)C)SC tert-butyl 3-((5-(((8-isopropyl-2-(methylthio)pyrazolo[1,5-a][1,3,5]triazin-4-yl)amino)methyl)pyridin-2-yl)carbamoyl)piperidine-1-carboxylate